ONC(C1=C(C(=CC=C1S(=O)(=O)N1CCC(CC1)OC1=CC=C(C=C1)C(F)(F)F)OC)OC)=O N-hydroxy-2,3-dimethoxy-6-[[4-[4-(trifluoromethyl)phenoxy]-1-piperidinyl]sulfonyl]-benzamide